1-(4-(2-chlorophenoxy)-2,6-diisopropylphenyl)-1H-pyrrole-2,5-dione ClC1=C(OC2=CC(=C(C(=C2)C(C)C)N2C(C=CC2=O)=O)C(C)C)C=CC=C1